1,2-bis-(dibutylphosphino)ethane C(CCC)P(CCP(CCCC)CCCC)CCCC